2-(cyclopropylmethyl)-1,3-thiazole-5-carboxamide C1(CC1)CC=1SC(=CN1)C(=O)N